C(C)(C)C1C(CC(CC1)C)C(COC)(COC)CCC(C)(C1=CC=CC=C1)C1=CC=CC=C1 2-(2-isopropyl-5-methylcyclohexyl)-2-(3,3-diphenylbutyl)-1,3-dimethoxypropane